2-Methoxyethyl-[(3-(2-cyano-4-fluoro-5-[3-methyl-2,6-dioxo-4-(trifluoromethyl)-3,6-dihydro-pyrimidin-1(2H)-yl]phenoxy)pyridine-2-yl)oxy]acetate COCCOC(COC1=NC=CC=C1OC1=C(C=C(C(=C1)N1C(N(C(=CC1=O)C(F)(F)F)C)=O)F)C#N)=O